P(=O)(O)(O)CO[C@@H](CN1C2=NC(=NC(=C2N=C1)N)N)C 9-[2-(R)-(Phosphonomethoxy)propyl]-2,6-diaminopurine